[Br-].O=C1CC[N+]2(CC1)CCCCCC2 3-oxo-6-azaspiro[5.6]dodecane-6-ium bromide